(hydroxyl-phenyl)-methane methyl-1-((5-(1-(tert-butoxycarbonyl)azetidin-3-yl)-4-methylpyridin-2-yl)methyl)piperidine-4-carboxylate COC(=O)C1CCN(CC1)CC1=NC=C(C(=C1)C)C1CN(C1)C(=O)OC(C)(C)C.OC1=C(C=CC=C1)C